CC=1C=CC(=C2C(=CC(=NC12)C=1SC2=C(C1C)C=CC=C2)C(=O)O)O[C@@H](C)C2=CC=C(C=C2)C 8-methyl-2-(3-methyl-1-benzothien-2-yl)-5-[(1S)-1-(4-methylphenyl)ethoxy]quinoline-4-carboxylic acid